N-{[2-(methoxymethyl)phenyl]methyl}acetamide COCC1=C(C=CC=C1)CNC(C)=O